5-(2-chlorophenyl)-3-((4-isopropylphenyl)amino)-4H-benzo[e][1,2,4]thiadiazine 1,1-dioxide ClC1=C(C=CC=C1)C1=CC=CC2=C1NC(=NS2(=O)=O)NC2=CC=C(C=C2)C(C)C